C(C1=CC=CC=C1)N1N=C2C(N(CCC2=C1Cl)[C@H]1CN(C2=C(OC1)C=C1C(=C2)N=C(S1)C)C)=O (S)-7-(2-Benzyl-3-chloro-7-oxo-2,4,5,7-tetrahydro-6H-pyrazolo[3,4-c]pyridine-6-yl)-2,5-dimethyl-7,8-dihydrothiazolo[4',5':4,5]benzo[1,2-b][1,4]oxazepine